FC(C(=O)O)(F)F.C=1N(C=C2C=CC=CC12)N1C(CCCC1=O)=O isoindol-2-yl-piperidine-2,6-dione trifluoroacetate